tetraethylphosphonium citraconate C(\C(\C)=C/C(=O)[O-])(=O)[O-].C(C)[P+](CC)(CC)CC.C(C)[P+](CC)(CC)CC